C(=O)(OC(C)(C)C)NC(C(CN)(C)C)N N-Boc-amino-2,2-dimethyl-1,3-propanediamine